C(CC)N1C=C(C(C(=C1)C(=O)OCC)C1=C(C=CC=C1)[N+](=O)[O-])C(=O)OCC 1-propyl-3,5-diethoxycarbonyl-4-(2-nitrophenyl)-1,4-dihydropyridine